C1(CC1)C1=NNC(=C1)NC(COC=1C=CC=C2C(=NN(C12)C)C1C(NC(CC1)=O)=O)=O N-(3-Cyclopropyl-1H-pyrazol-5-yl)-2-((3-(2,6-dioxopiperidin-3-yl)-1-methyl-1H-indazol-7-yl)oxy)acetamide